N-(2-fluoro-4-(hydrazinecarbonyl)benzyl)methanesulfonamide FC1=C(CNS(=O)(=O)C)C=CC(=C1)C(=O)NN